2-formyl-3-hydroxy-5-methyl-6-[({3-hydroxy-2,5-dimethyl-4-[(methoxy)carbonyl]phenyl}oxy)carbonyl]phenolate C(=O)C1=C(C(=C(C=C1O)C)C(=O)OC1=C(C(=C(C(=C1)C)C(=O)OC)O)C)[O-]